1-(3-(benzyloxy)propanoyl)-3,4-dihydro-1H-benzo[e][1,4]diazepin C(C1=CC=CC=C1)OCCC(=O)N1CCNCC2=C1C=CC=C2